1-(5-((5-chloro-4-(o-tolyl)pyrimidin-2-yl)amino)pyridin-3-yl)pyrrolidin-2-one ClC=1C(=NC(=NC1)NC=1C=C(C=NC1)N1C(CCC1)=O)C1=C(C=CC=C1)C